15-Docosenoic acid C(CCCCCCCCCCCCCC=CCCCCCC)(=O)O